tert-butyl 3-methyl-2,3-diazabicyclo[2.2.1]heptane-2-carboxylate CN1N(C2CCC1C2)C(=O)OC(C)(C)C